5-fluoro-4-iodo-1-methylpyridin-2(1H)-one FC=1C(=CC(N(C1)C)=O)I